silicon-boron-titanium carbon 2-(tert-butyl) 3-ethyl (1S,3S,5R)-5-((R)-2,2,2-trifluoro-1-hydroxyethyl)-2-azabicyclo[3.1.0]hexane-2,3-dicarboxylate FC([C@H](O)[C@@]12C[C@H](N([C@H]2C1)C(=O)OC(C)(C)C)C(=O)OCC)(F)F.[C].[Ti].[B].[Si]